C(C)(C)(C)C1=NC(=NN1)C1=CC=C(C=C1)NC(C1=CC(=CC=C1)CN1CCS(CC1)(=O)=O)=O N-[4-(5-tert-Butyl-1H-1,2,4-triazol-3-yl)phenyl]-3-[(1,1-dioxo-1,4-thiazinan-4-yl)methyl]benzamide